(4-chlorophenoxy)pentanoic acid ClC1=CC=C(OC(C(=O)O)CCC)C=C1